C(#N)CC1CCC(CC1)N1C(=NC=2C1=C1C(=NC2)NC=C1)/N=N/C=1C=CC(=C(C(=O)OCC2=CC=CC=C2)C1)O benzyl 5-((E)-(1-((1R,4R)-4-(cyanomethyl)cyclohexyl)-1,6-dihydroimidazo[4,5-d]pyrrolo[2,3-b]pyridin-2-yl)diazenyl)-2-hydroxybenzoate